(1-((3-hydroxypropyl)sulfonyl)piperidin-3-yl)(4-(quinolin-4-yl)piperazin-1-yl)methanone OCCCS(=O)(=O)N1CC(CCC1)C(=O)N1CCN(CC1)C1=CC=NC2=CC=CC=C12